C(C1=CC=CC=C1)N(C1=CC(=CC(=N1)C1=C(C=CC=C1)S(=O)(=O)NC(C)(C)C)[N+](=O)[O-])CCC 2-(6-(benzyl-(propyl)amino)-4-nitropyridin-2-yl)-N-(tert-butyl)benzenesulfonamide